gold(I) ethylene C=C.[Au+]